C(C)OC12C(C=CC(=C1)C1=CC=CC=C1)(C1=CC=CC=C1)O2 (2-ethoxy-1,4-diphenyl-phenylene) ether